IC1=NC(=NC=C1)SC 4-iodo-2-(methylthio)pyrimidine